(3S,6S,12aS)-6-isobutyl-9-methoxy-3-(3-oxo-3-(piperidin-1-yl)propyl)-2,3,12,12a-tetrahydropyrazino[1',2':1,6]pyrido[3,4-b]indole-1,4(6H,7H)-dione C(C(C)C)[C@@H]1N2[C@@H](CC3=C1NC=1C=C(C=CC31)OC)C(N[C@H](C2=O)CCC(N2CCCCC2)=O)=O